ClC1=NC=C(C(=N1)N1CC(C2=CC=CC=C12)C(=O)NS(=O)(=O)C)Cl 1-(2,5-Dichloropyrimidin-4-yl)-N-methylsulfonyl-indoline-3-carboxamide